Butyl-vanillyl alcohol C(CCC)C(C1=CC(OC)=C(O)C=C1)O